ClCC1=NC(=NO1)CC1CC1 5-(chloro-methyl)-3-(cyclopropyl-methyl)-1,2,4-oxadiazole